The molecule is a spirostanyl glycoside that is sarsasapogenin in which the hydroxy hydrogen at position 3 has been replaced by a beta-D-glucopyranosyl-(1->3)-[beta-D-xylopyranosyl-(1->4)-beta-D-glucopyranosyl-(1->4)]-beta-D-glucopyranosyl moiety. It is isolated from Asparagus officinalis. It has a role as a mouse metabolite, a rat metabolite and a plant metabolite. It is a tetrasaccharide derivative, a spirostanyl glycoside and a cyclic ketal. It derives from a (25S)-5beta-spirostan-3beta-ol. C[C@H]1CC[C@@]2([C@H]([C@H]3[C@@H](O2)C[C@@H]4[C@@]3(CC[C@H]5[C@H]4CC[C@H]6[C@@]5(CC[C@@H](C6)O[C@H]7[C@@H]([C@H]([C@@H]([C@H](O7)CO)O[C@H]8[C@@H]([C@H]([C@@H]([C@H](O8)CO)O[C@H]9[C@@H]([C@H]([C@@H](CO9)O)O)O)O)O)O[C@H]2[C@@H]([C@H]([C@@H]([C@H](O2)CO)O)O)O)O)C)C)C)OC1